CN(C)C=NC(C(C)NC(OC(C)(C)C)=O)=O tert-butyl [1-[{(dimethylamino)methylene}amino]-1-oxopropan-2-yl]carbamate